tert-butyl 4-(7-((3-(methoxycarbonyl)phenyl)amino)-1-methyl-6,7-dihydro-5H-benzo[c][1,2,3]triazolo[1,5-a]azepin-9-yl)-5,6-dihydropyridine-1(2H)-carboxylate COC(=O)C=1C=C(C=CC1)NC1C2=C(C=3N(CC1)N=NC3C)C=CC(=C2)C2=CCN(CC2)C(=O)OC(C)(C)C